(1S,2S)-N-(6-(5-chloro-6-fluoro-7-((3-hydroxybutan-2-yl)amino)-1H-indazol-4-yl)imidazo[1,2-a]pyrazin-2-yl)-2-fluorocyclopropane-1-carboxamide ClC=1C(=C2C=NNC2=C(C1F)NC(C)C(C)O)C=1N=CC=2N(C1)C=C(N2)NC(=O)[C@H]2[C@H](C2)F